S1C2=C(C=C1)C(=CC=C2)N2CCN(CC2)CCCCOC2=CC=C1CCC(N(C1=C2)COC(C(CC)(C)C)=O)=O 2,2-Dimethylbutyric acid 7-[4-(4-benzo[b]thiophen-4-ylpiperazin-1-yl)butoxy]-2-oxo-3,4-dihydro-2H-quinolin-1-ylmethyl ester